2-Fluoro-N-[4-[(E)-3-[4-[2-hydroxyethyl(methyl)amino]phenyl]prop-2-enoyl]phenyl]-3-methyl-6-(trifluoromethyl)benzamide FC1=C(C(=O)NC2=CC=C(C=C2)C(\C=C\C2=CC=C(C=C2)N(C)CCO)=O)C(=CC=C1C)C(F)(F)F